N-((3s,6s)-4,4-difluoro-6-(5-(3-cis-(trifluoromethoxy)cyclobutyl)-1,3,4-oxadiazol-2-yl)tetrahydro-2H-pyran-3-yl)-6-fluoroquinoline-2-carboxamide FC1([C@H](CO[C@@H](C1)C=1OC(=NN1)C1(CCC1)OC(F)(F)F)NC(=O)C1=NC2=CC=C(C=C2C=C1)F)F